C(C)N1C=C(C(C2=CC=C(C=C12)C)=O)S(=O)(=O)N1CCC2(C[C@H](CO2)NC[C@@H](COC=2C=C(C=CC2)S(=O)(=O)N)O)CC1 3-((S)-3-((R)-8-(1-ethyl-7-methyl-4-oxo-1,4-dihydroquinolin-3-ylsulfonyl)-1-oxa-8-azaspiro[4.5]decan-3-ylamino)-2-hydroxypropoxy)benzenesulfonamide